C1(=CC=CC=2C3=CC=CC=C3NC12)C1(CC=C(C=C1)C1=CC=CC=C1)C1=CC=CC=2C3=CC=CC=C3NC12 4,4-dicarbazolylbiphenyl